2-[5-Pent-2-en-3-yloxy-2-[3-(4-prop-2-enylphenyl)prop-2-enoyl]phenoxy]acetic acid CC=C(CC)OC=1C=CC(=C(OCC(=O)O)C1)C(C=CC1=CC=C(C=C1)CC=C)=O